tert-butyl (2-{[4-(3-bromo-1H-pyrrolo[3,2-b]pyridin-2-yl)pyridin-3-yl]oxy}ethyl)methylcarbamate BrC1=C(NC=2C1=NC=CC2)C2=C(C=NC=C2)OCCN(C(OC(C)(C)C)=O)C